FC1=C(C(=O)OC)C(=CC=C1C(F)(F)F)NC1=C(C=C(C=C1)F)C=O methyl 2-fluoro-6-((4-fluoro-2-formylphenyl)amino)-3-(trifluoromethyl)benzoate